C(CC)(=O)OC1=C(C=CC=C1)C(C(=O)O)=C o-propionyloxy-cis-phenylacrylic acid